(1S,3S)-3-((2-cyclopropyl-6-(5-(((ethyl(2,2,2-trifluoroethyl)aminocarbonyl)oxy)methyl)-1-Methyl-1H-1,2,3-triazol-4-yl)pyridin-3-yl)oxy)cyclohexane-1-carboxylic acid C1(CC1)C1=NC(=CC=C1O[C@@H]1C[C@H](CCC1)C(=O)O)C=1N=NN(C1COC(=O)N(CC(F)(F)F)CC)C